2-bromo-1,4-cyclohexanedione BrC1C(CCC(C1)=O)=O